C(=CC)C=1SC=CN1 propenyl-thiazole